4-amino-6-chloro-N-(2-hydroxyethyl)pyridine-2-carboxamide NC1=CC(=NC(=C1)Cl)C(=O)NCCO